C(C)(C)(C)C1=CC(=C(C=C1)OB(O)O)O 4-tertiary butyl-2-hydroxyphenylboric acid